FC(C1=CC(=NC=C1)OC1=CC2=C(N=C(S2)NC(=O)C2C(C3C=CC2C3)C(=O)O)C=C1)(F)F 3-[[6-[[4-(trifluoromethyl)-2-pyridinyl]oxy]-1,3-benzothiazol-2-yl]carbamoyl]bicyclo[2.2.1]hept-5-ene-2-carboxylic acid